2-(2-cyclopropyl-morpholin-4-yl)-6-(prop-2-yl)-5,6-dihydro-7H-pyrrolo[3,4-d]pyrimidin-7-one C1(CC1)C1CN(CCO1)C=1N=CC2=C(N1)C(N(C2)C(C)C)=O